3-[[4-(2,6-dimethylphenyl)-6-(5,6,7,8-tetrahydro-1,6-naphthyridin-8-yloxy)pyrimidin-2-yl]sulfamoyl]benzoic acid CC1=C(C(=CC=C1)C)C1=NC(=NC(=C1)OC1CNCC=2C=CC=NC12)NS(=O)(=O)C=1C=C(C(=O)O)C=CC1